FC(COC1=C(C=C(C(=N1)OC)NS(=O)(=O)C1=CNC=2C(N(C=CC21)CC)=O)F)F N-[6-(2,2-difluoroethoxy)-5-fluoro-2-methoxy-3-pyridyl]-6-ethyl-7-keto-1H-pyrrolo[2,3-c]pyridine-3-sulfonamide